COC1=CC=C(C(=O)NC=2SC=C(N2)C2=C(C=CC=C2)OCCOC)C=C1 4-methoxy-N-[4-[2-(2-methoxyethoxy)phenyl]thiazol-2-yl]benzamide